tert-butyl 2'-(3-chloro-2-methyl-1H-pyrrolo[2,3-b]pyridin-5-yl)-5',6'-dihydrospiro[piperidine-4,4'-pyrrolo[1,2-b]pyrazole]-1-carboxylate ClC1=C(NC2=NC=C(C=C21)C=2C=C1N(N2)CCC12CCN(CC2)C(=O)OC(C)(C)C)C